IC1=NNC2=C1N(C(C=C2)=O)C 3-iodo-4-methyl-1H,4H,5H-pyrazolo[4,3-b]pyridin-5-one